C(CCCCCCCC)(=O)OOC(CCCCCCCC)=O dinonoyl peroxide